BrC1=CC=2N(C3=CC(=CC=C3C2C=C1)Br)C1=CC=C(C=O)C=C1 4-(2,7-dibromo-9H-carbazole-9-yl)benzaldehyde